NC=1SC2=C(N=C(N=C2O)S[C@@H](C)C2=CC=CC=C2)N1 2-amino-5-{[(1S)-1-phenylethyl]thio}[1,3]thiazolo[4,5-d]pyrimidin-7-ol